FC1(CC(C1)CN1CCC(CC1)CS(=O)(=O)N1[C@H]2CC(C[C@@H]1CC2)NC(=O)C2=NOC(=C2)[C@H]2[C@@H](C2)F)F N-((1R,3r,5S)-8-(((1-((3,3-Difluorocyclobutyl)methyl)piperidin-4-yl)methyl)sulfonyl)-8-azabicyclo[3.2.1]octan-3-yl)-5-((1S,2R)-2-fluorocyclopropyl)isoxazole-3-carboxamide